(1S,6R,8aR)-1,4,4,6-tetramethyloctahydro-1H-5,8a-methanoazulen C[C@H]1CCC2C(C3[C@@H](CC[C@@]12C3)C)(C)C